CC(C(C)C)(C)N 1,1,2-trimethyl-n-propylamine